CC1=CC=C(C=C1)C(=O)C2=CC(=C(C(=C2)O)O)[N+](=O)[O-] The molecule is benzophenone substituted on one of the phenyl rings at C-3 and C-4 by hydroxy groups and at C-5 by a nitro group, and on the other phenyl ring by a methyl group at C-4. It is an inhibitor of catechol O-methyltransferase. It has a role as an EC 2.1.1.6 (catechol O-methyltransferase) inhibitor and an antiparkinson drug. It is a member of benzophenones, a member of 2-nitrophenols and a member of catechols.